N[C@H](C(O)C1=C(C=2N=NC=C(C2S1)NCC=1SC=CC1)C)C (2S)-2-amino-1-{7-methyl-4-[(thiophen-2-ylmethyl)amino]thieno[3,2-c]pyridazin-6-yl}propan-1-ol